6-bromo-5-chloro-2-(4-chloro-2-methoxy-6-methyl-phenyl)-1-methyl-imidazo[4,5-b]pyridine BrC=1C=C2C(=NC1Cl)N=C(N2C)C2=C(C=C(C=C2C)Cl)OC